2-([1-[(2-chlorophenyl)methyl]-5-[3-(2-methylpropanamido)phenyl]-1H-pyrazol-3-yl]methoxy)-2-methylpropionic acid methyl ester COC(C(C)(C)OCC1=NN(C(=C1)C1=CC(=CC=C1)NC(C(C)C)=O)CC1=C(C=CC=C1)Cl)=O